O=C1N(CCC(N1)=O)C1=CN=CC2=C(C=CC=C12)N1[C@@H]2CN([C@H](C1)C2)C(=O)OC(C)(C)C Tert-butyl (1S,4S)-5-[4-(2,4-dioxohexahydropyrimidin-1-yl)-8-isoquinolyl]-2,5-diazabicyclo[2.2.1]heptane-2-carboxylate